CC=1C=C(C=NC1)NC(N)=S 3-(5-methyl-3-pyridyl)thiourea